OC1=C(C=C(C=C1C(C)(C)C)CCC(=O)OCC(COC(CCC1=CC(=C(C(=C1)C(C)(C)C)O)C(C)(C)C)=O)(COC(CCC1=CC(=C(C(=C1)C(C)(C)C)O)C(C)(C)C)=O)COC(CCC1=CC(=C(C(=C1)C(C)(C)C)O)C(C)(C)C)=O)C(C)(C)C tetrakis{3-(4-hydroxy-3,5-di-t-butylphenyl)propionyloxymethyl}methane